C(C)(C)(C)OC(NCCCN1C(=NC=C1)N)=O (3-(2-amino-1H-imidazol-1-yl)propyl)carbamic acid tert-butyl ester